6-(6-methoxypyridin-3-yl)quinoline-4-carboxylic acid COC1=CC=C(C=N1)C=1C=C2C(=CC=NC2=CC1)C(=O)O